CC1CN(CCN1)C=O 3-methylpiperazine-Al